(S)-5-tert-Butoxycarbonyl-6-(4-ethoxy-3,4-dioxobutyryl)-5-azaspiro[2.4]heptane C(C)(C)(C)OC(=O)N1CC2(CC2)C[C@H]1C(CC(C(=O)OCC)=O)=O